(2S,3R)-3-((2-amino-6-methylpyridin-4-yl)methyl)-N2-(1-methyl-1H-pyrazol-5-yl)-N1-((R)-1-(2-fluoro-5-methylphenyl)propyl)-N2-methyl-4-oxoazetidine-1,2-dicarboxamide NC1=NC(=CC(=C1)C[C@@H]1[C@H](N(C1=O)C(=O)N[C@H](CC)C1=C(C=CC(=C1)C)F)C(=O)N(C)C1=CC=NN1C)C